2-fluoro-3-(methylsulfonyl)aniline hydrochloride Cl.FC1=C(N)C=CC=C1S(=O)(=O)C